ClC=1C=C(\C=C/2\CN(C/C(/C2)=C/C2=CC(=C(C(=C2)Cl)O)Cl)C)C=C(C1O)Cl 3,5-bis((E)-3,5-dichloro-4-hydroxybenzylidene)-1-methylpiperidin